3-(4-Isopropylpyrimidin-5-yl)-1-methyl-1,4,6,7-tetrahydro-5H-pyrazolo[4,3-c]pyridine-5-carboxylic acid tert-butyl ester C(C)(C)(C)OC(=O)N1CC2=C(CC1)N(N=C2C=2C(=NC=NC2)C(C)C)C